NCC[C@H](O)C1=CC=CC=C1 (S)-3-amino-1-phenylpropanol